acryloxynonylmethyldimethoxysilane C(C=C)(=O)OCCCCCCCCC[Si](OC)(OC)C